ClC1=CC=C(C(=O)NC2N(C(N(S2)CC2=CC=C(C=C2)Cl)=O)COC(CC(CC)C)=O)C=C1 1-{[5-(4-chlorobenzoylamino)-2-[(4-chlorophenyl)methyl]-3-oxo-1,2,4-thiadiazolidin-4-yl]methoxy}-3-methyl-1-oxopentane